C(C)(C)(C)OC(=O)N(C(OC(C)(C)C)=O)C1=NC=C(N=C1C1=CC(=NO1)C1=CC=C(C=C1)NC(=O)OC1=CC=CC=C1)C1=CC=C(C=C1)S(=O)(=O)C(C)C tert-butyl (tert-butoxycarbonyl)(5-(4-(isopropylsulfonyl) phenyl)-3-(3-(4-((phenoxycarbonyl)amino)phenyl) isoxazole-5-yl)pyrazin-2-yl)carbamate